NC1(C=C2C=CC=CC2=C1)C(=O)O 2-Aminoindene-2-carboxylic acid